[N+](=O)([O-])C1=CC=C2CCN(C2=C1)C(CC1=CC2=C(C=C(O2)C(=O)O)C=C1)=O 6-(2-(6-nitroindolin-1-yl)-2-oxoethyl)benzofuran-2-carboxylic acid